(3S,5R)-3-ethyl-5-methylpiperazine C(C)[C@H]1CNC[C@H](N1)C